2-cyclopropen C1C=C1